8-(piperidine-1-carbonyl)-5,10-dihydro-11H-dibenzo[b,e][1,4]diazepin-11-one N1(CCCCC1)C(=O)C=1C=CC2=C(NC(C3=C(N2)C=CC=C3)=O)C1